C(C)OC=1C=C(C=C(C1)C1(COC1)CC1=NN=CN1C)N1C(C2=CC(=CC(=C2C1)C(F)(F)F)[C@H](C)N1C[C@H](CC1)F)=O 2-(3-ethoxy-5-(3-((4-methyl-4H-1,2,4-triazol-3-yl)methyl)oxetan-3-yl)phenyl)-6-((S)-1-((S)-3-fluoropyrrolidin-1-yl)ethyl)-4-(trifluoromethyl)isoindolin-1-one